3-(4-fluoro-2,6-dimethylphenyl)-4-(2-(4-methoxyphenyl)-3,3-diphenyloxiran-2-yl)-1-tosyl-1H-pyrrole FC1=CC(=C(C(=C1)C)C1=CN(C=C1C1(OC1(C1=CC=CC=C1)C1=CC=CC=C1)C1=CC=C(C=C1)OC)S(=O)(=O)C1=CC=C(C)C=C1)C